S-(cyclopropyl-methyl)diethyl-carbamothioate C1(CC1)CS=C(N(CC)CC)[O-]